methyl-N-(1-methylcyclopropyl)-5-{5H,6H,7H-pyrrolo[3,4-b]pyridine-6-carbonyl}furo[2,3-d]pyrimidin-4-amine CC=1N=C(C2=C(N1)OC=C2C(=O)N2CC1=NC=CC=C1C2)NC2(CC2)C